O=C1NC(CCC1N1C(C2=CC=CC(=C2C1)OCC(=O)N1CCN(CC1)C1CCN(CC1)C=1C(=CC2=C(C(C=3NC4=CC(=CC=C4C3C2=O)C#N)(C)C)C1)CC)=O)=O 8-(4-(4-(2-((2-(2,6-dioxopiperidin-3-yl)-1-oxoisoindolin-4-yl)oxy)acetyl)piperazin-1-yl)piperidin-1-yl)-9-ethyl-6,6-dimethyl-11-oxo-6,11-dihydro-5H-benzo[b]carbazole-3-carbonitrile